6-methoxy-4-(1-(oxetan-3-yl)-1H-benzo[d]imidazol-2-yl)-3-(trifluoromethyl)benzene-1,2-diol COC=1C=C(C(=C(C1O)O)C(F)(F)F)C1=NC2=C(N1C1COC1)C=CC=C2